N1=C(C=CC=C1)CC(=O)C 1-(2-pyridinyl)acetone